C(/C)=C\1/C2C3CC4=CC=CC=C4OC3C(C1)C2 (Z)-2-ethylidene-2,3,4,4a,9,9a-Hexahydro-1H-1,4-methanoxanthene